O[C@H]1CC(N(CC1)C=1N=NC(=CC1)C1=C(C=C(C=C1C)C(F)(F)F)O)=O (4R)-4-hydroxy-1-[6-[2-hydroxy-6-methyl-4-(trifluoromethyl)phenyl]pyridazin-3-yl]piperidin-2-one